ClC=1C(=NC=C(N1)Cl)C12C(C(C1)(C2)C)B2OC(C(O2)(C)C)(C)C 3,5-dichloro-2-(3-methyl-2-(4,4,5,5-tetramethyl-1,3,2-dioxaborolan-2-yl)bicyclo[1.1.1]pentan-1-yl)pyrazine